S1C=CC2=C1C(=CC=C2)C2CCN(CC2)C(CN2[NH+]=C(C1=C2CCC1)C(=O)N1C[C@@H](O[C@@H](C1)C)C)=O 1-[4-(benzothiophen-7-yl)-1-piperidyl]-2-[3-[(2S,6R)-2,6-dimethylmorpholine-4-carbonyl]-5,6-dihydro-4H-cyclopenta[c]pyrazol-2-ium-1-yl]ethanone